C(C)(C)(C)[Si](C1C(=C(C2=CC=CC=C12)[Si](C)(C)C(C)(C)C)[Gd])(C)C mono(1,3-bis(tertbutyldimethylsilyl)indenyl)gadolinium